FC1=C(C=CC=C1)C1=C(C(=CN1S(=O)(=O)C=1C=NC(=CC1)OC)C=O)OC 5-(2-fluorophenyl)-4-methoxy-1-((6-Methoxypyridin-3-yl)sulfonyl)-1H-pyrrole-3-carbaldehyde